N1=C(C=CC=C1)OC(CON)CC O-[2-(pyridin-2-yloxy)-butyl]-hydroxylamine